4-(4-nitrobenzoyl)pyridine [N+](=O)([O-])C1=CC=C(C(=O)C2=CC=NC=C2)C=C1